3-(benzyloxy)-5-(3-chlorophenyl)-4-methyl-picolinic acid C(C1=CC=CC=C1)OC=1C(=NC=C(C1C)C1=CC(=CC=C1)Cl)C(=O)O